C(CC=C)OC1=C(C(C(C1(F)F)(F)F)(F)F)F 1-(3-butenyloxy)-2,3,3,4,4,5,5-heptafluorocyclopentene